C(C)OC(=O)C1=C(OC2=CC=C(C=C2C1C(C(=O)OCC)C#N)Br)N 2-amino-6-bromo-4-(1-cyano-2-ethoxy-2-oxoethyl)-4H-chromene-3-carboxylic acid ethyl ester